C(C)(C)(C)C1=NC(C2=C(N1)N(N=N2)CC2=NON=C2C)=O 5-(tert-butyl)-3-((4-methyl-1,2,5-Oxadiazol-3-yl)methyl)-3H-[1,2,3]Triazolo[4,5-d]Pyrimidin-7(4H)-one